3-((4-(quinolin-8-yl)-2-sulfamoyl-3-(1H-tetrazol-5-yl)phenyl)sulfonyl)azetidin-1-ium 2,2,2-trifluoroacetate FC(C(=O)[O-])(F)F.N1=CC=CC2=CC=CC(=C12)C1=C(C(=C(C=C1)S(=O)(=O)C1C[NH2+]C1)S(N)(=O)=O)C1=NN=NN1